C1(=CC(=CC(=C1)C(=O)O)C(=O)O)C(=O)NN 1,3,5-benzenetricarboxylic acid hydrazide